epoxysqualene carbon [C].C1C(CO1)=CCC\C(\C)=C\CC\C(\C)=C\CC\C=C(/C)\CC\C=C(/C)\CCC=C(C)C